4-bromo-3,5-dichlorobenzyl alcohol BrC1=C(C=C(CO)C=C1Cl)Cl